CC1=C(N=C2N1C=C(C=C2C(C)=O)C(=O)OC2=NC=NC(=C2)C2=CC(=CC=1NC=NC12)Cl)C(F)F 6-(6-chloro-1H-benzo[d]imidazol-4-yl)pyrimidin-4-ol methyl-8-acetyl-2-(difluoromethyl)imidazo[1,2-a]pyridine-6-carboxylate